FC1=C(C=C(C=C1)C=1N=CNC1C=1C=C2C=NNC2=CC1)C 5-(4-(4-Fluoro-3-methylphenyl)-1H-imidazol-5-yl)-1H-indazole